(S)-3-amino-7-((6-fluoropyridin-3-yl)methoxy)-5-methyl-2,3-dihydrobenzo[b][1,4]oxazepin-4(5H)-one hydrochloride Cl.N[C@@H]1C(N(C2=C(OC1)C=CC(=C2)OCC=2C=NC(=CC2)F)C)=O